benzyl ((2S)-3-cyclopropyl-1-((4-(cyclopropylamino)-3,4-dioxo-1-((S)-2-oxopyrrolidin-3-yl)butan-2-yl)amino)-1-oxopropan-2-yl)carbamate C1(CC1)C[C@@H](C(=O)NC(C[C@H]1C(NCC1)=O)C(C(=O)NC1CC1)=O)NC(OCC1=CC=CC=C1)=O